tert-butyl (3R)-3-[(6-bromopyridin-2-yl)amino]piperidine-1-carboxylate BrC1=CC=CC(=N1)N[C@H]1CN(CCC1)C(=O)OC(C)(C)C